[N-](S(=O)(=O)C(F)(F)F)S(=O)(=O)C(F)(F)F.[Na+] sodium(I) bis(trifluoromethanesulfonyl)imide